N-(9-((2R,3R,4S,5R)-4-fluoro-3-hydroxy-5-(hydroxymethyl)-tetrahydrothiophen-2-yl)-6-oxo-6,9-dihydro-1H-purin-2-yl)isobutyramide F[C@H]1[C@H]([C@@H](S[C@@H]1CO)N1C=2N=C(NC(C2N=C1)=O)NC(C(C)C)=O)O